N[C@H]1CS(C2=C(N(C1=O)CC1=CC=C(C=C1)Cl)C=C(C(=C2)F)C=2OC(=NN2)NCC(F)(F)F)(=O)=O (3R)-3-amino-5-[(4-chlorophenyl)methyl]-8-fluoro-1,1-dioxo-7-[5-(2,2,2-trifluoroethylamino)-1,3,4-oxadiazol-2-yl]-2,3-dihydro-1lambda6,5-benzothiazepin-4-one